C(=O)C1C(C1)C(=O)N 2-formyl-cyclopropanecarboxamide